CC1(CCN(CC1)C(=O)C1(CCC1)C)N1N=CC(=C1)CC=1C=2C3=C(C(N(C3=CC1)C1C(NC(CC1)=O)=O)=O)C=CC2 3-(6-((1-(4-methyl-1-(1-methylcyclobutane-1-carbonyl)piperidin-4-yl)-1H-pyrazol-4-yl)methyl)-2-oxobenzo[cd]indol-1(2H)-yl)piperidine-2,6-dione